4-amino-5-(furan-2-yl)-1-((2R,5S)-2-(hydroxymethyl)-1,3-oxathiolan-5-yl)pyrimidin-2(1H)-one NC1=NC(N(C=C1C=1OC=CC1)[C@@H]1CS[C@@H](O1)CO)=O